COC([C@@H](NC(=O)C1=CN(C2=CC=CC=C12)CC1CCCCC1)C(C)C)=O N-[1-(cyclohexylmethyl)-1H-indole-3-carbonyl]valine methyl ester